(S)-6-((1-(3-fluorophenyl)ethyl)amino)-3-propylpyrimidine-2,4(1h,3h)-dione FC=1C=C(C=CC1)[C@H](C)NC1=CC(N(C(N1)=O)CCC)=O